NC1C(NC(CN1)Cl)OCC=1C=C(C=CC1)NC(C1=CC(=CC=C1)C)=O N-(3-(((3-amino-6-chloropiperazin-2-yl)oxy)methyl)phenyl)-3-methylbenzamide